(S)-5-(2-((2-fluorophenyl)amino)-2-oxoacetyl)-N-((S)-3-oxo-1-((S)-2-oxopyrrolidin-3-yl)-4-(trifluoromethoxy)butan-2-yl)-5-azaspiro[2.4]heptane-6-carboxamide FC1=C(C=CC=C1)NC(C(=O)N1CC2(CC2)C[C@H]1C(=O)N[C@@H](C[C@H]1C(NCC1)=O)C(COC(F)(F)F)=O)=O